ONC(/C=C/C1=C(C=CC=C1)NC(C1=C(C=CC=C1)OC1=C(C=CC=C1)OC)=O)=O (E)-N-(2-(3-(hydroxyamino)-3-oxoprop-1-en-1-yl)phenyl)-2-(2-methoxyphenoxy)benzamide